NC1=CC(=C(C#N)C=C1NCCO[Si](C1=CC=CC=C1)(C1=CC=CC=C1)C(C)(C)C)F 4-amino-5-{[2-(tert-butyldiphenylsilyloxy)ethyl]Amino}-2-fluorobenzonitrile